FC1=C(OC=2N=NC(=CC2C(=O)NC2=CC(=CC=C2)S(=O)(=N)C)C(F)(F)F)C=CC(=C1)OC(F)(F)F 3-(2-fluoro-4-trifluoromethoxyphenoxy)-N-(3-(S-methylsulfonimidoyl)phenyl)-6-(trifluoromethyl)pyridazine-4-carboxamide